OC(C(C)O)O 1,2-dihydroxypropanol